O=C1NC(CCC1N1C(C2=CC=CC(=C2C1=O)NCCCOCCCCOC1=C(C=C(C=C1)NC(C)=O)F)=O)=O N-{4-[4-(3-{[2-(2,6-dioxopiperidin-3-yl)-1,3-dioxo-2,3-dihydro-1H-isoindol-4-yl]amino}propoxy)butoxy]-3-fluorophenyl}acetamide